C1=CC=C(C=2C3=CC=CC=C3C=CC12)NC1=CC=CC=2C3=CC=CC=C3C=CC12 N-(4-phenanthryl)-1-phenanthrylamine